ClC1=C(C=CC=C1)C1=NN2C(N=C(C=C2N2CC(C2)CC(=O)N)N(C)CC(=O)NCC)=C1C1=CC=C(C=C1)Cl 2-[1-[2-(2-chlorophenyl)-3-(4-chlorophenyl)-5-[[2-(ethylamino)-2-oxo-ethyl]-methyl-amino]pyrazolo[1,5-a]pyrimidin-7-yl]azetidin-3-yl]acetamide